7-((8-((2,6-dioxopiperidin-3-yl)carbamoyl)quinolin-5-yl)amino)heptanoic acid tert-butyl ester C(C)(C)(C)OC(CCCCCCNC1=C2C=CC=NC2=C(C=C1)C(NC1C(NC(CC1)=O)=O)=O)=O